[Co].FC(C1=CN=NC=C1)(F)F 4-(trifluoromethyl)pyridazin cobalt